S1C=NC=C1C(=O)O 1,3-thiazole-5-carboxylic acid